N=1SN=C2C1C=C(C=C2)NC=2C(=NC1=CC=CC=C1N2)NS(=O)(=O)C2=CC=C(C=C2)C N-[3-(2,1,3-benzothiadiazol-6-ylamino)quinoxalin-2-yl]-4-methylbenzenesulfonamide